ethyl (6-hydroxy-5'-methyl-4-pentyl-2'-(prop-1-en-2-yl)-1',2',3',4'-tetrahydro-[1,1'-biphenyl]-2-yl) phenylphosphonate C1(=CC=CC=C1)P(OCC)(OC1=C(C(=CC(=C1)CCCCC)O)C1C(CCC(=C1)C)C(=C)C)=O